O=C1N(C(C2=CC=CC=C12)CC1=CC=C(C(=O)N)C=C1)CC1=CC2=C(NC(O2)=O)C=C1 4-((3-oxo-2-((2-oxo-2,3-dihydrobenzo[d]oxazol-6-yl)methyl)isoindolin-1-yl)methyl)benzamide